N1[C@H](CCCCC1)C=1C(=NC=CC1)CO |r| (+-)-[3-(azepan-2-yl)-2-pyridinyl]methanol